CC1=CC=C(C=C1)S(=O)(=O)OCCCCCCCCCCCOCC1=CC=CC=C1 11-(benzyloxy)undecyl 4-methylbenzenesulfonate